C(CCCCC)C(COC(CCCC(=O)O)=O)CCCCCCCC 5-((2-hexyldecyl)oxy)-5-oxopentanoic acid